fluorobenzoyl-diethylamine FCCN(CC)C(C1=CC=CC=C1)=O